C1(CC1)C([C@@H](C(=O)NC=1C=NN(C1)C(C(F)F)C=1C(=NC=C(C1)F)OC)NC(=O)C=1N(N=CC1)C(C)C)C1CC1 N-[(1S)-1-(dicyclopropylmethyl)-2-[[1-[2,2-difluoro-1-(5-fluoro-2-methoxy-3-pyridyl)ethyl]pyrazol-4-yl]amino]-2-oxo-ethyl]-2-isopropyl-pyrazole-3-carboxamide